(S)-1-((4-((1R,5S)-3,8-diazabicyclo[3.2.1]octan-3-yl)-7-(8-chloronaphthalen-1-yl)-8-fluoropyrido[4,3-d]pyrimidin-2-yl)oxy)propan-2-amine bis(2,2,2-trifluoroacetate) FC(C(=O)O)(F)F.FC(C(=O)O)(F)F.[C@H]12CN(C[C@H](CC1)N2)C=2C1=C(N=C(N2)OC[C@H](C)N)C(=C(N=C1)C1=CC=CC2=CC=CC(=C12)Cl)F